COC1=C(CC=2C(=C(C(=NC2N2N=C(C=C2)C=2C=C(C=CC2)C)N)[N+](=O)[O-])N2CCOCC2)C=CC(=C1)OC (2,4-dimethoxybenzyl)-4-morpholino-3-nitro-6-(3-(m-tolyl)-1H-pyrazol-1-yl)pyridin-2-amine